5-fluoro-2-(2-hydroxyphenoxy)-6-[4-methyl-5-oxo-3-(trifluoromethyl)-1,2,4-triazol-1-yl]pyridine-3-carbonitrile FC=1C=C(C(=NC1N1N=C(N(C1=O)C)C(F)(F)F)OC1=C(C=CC=C1)O)C#N